CN(S(=O)(=O)C)C1=CC(=CC=C1)CNC1=NC(=NC=C1C(F)(F)F)NC1=CC=C(C=C1)N1CCC(CC1)NC N-methyl-N-(3-(((2-((4-(4-(methylamino)piperidin-1-yl)phenyl)amino)-5-(trifluoromethyl)pyrimidin-4-yl)amino)methyl)phenyl)methanesulfonamide